DIHYDRO-QUINAZOLINE N1CN=CC2=CC=CC=C12